1-[[4-[phenylazo]-phenyl]azo]-2-naphthol C1(=CC=CC=C1)N=NC1=CC=C(C=C1)N=NC1=C(C=CC2=CC=CC=C12)O